C12(C=C(CCC1C2(C)C)C)C(=O)O carenic acid